C(#N)C1=NC2=CC(=CC(=C2N=C1N1CC(C1)OC)[C@@H](C)NC1=C(C(=O)O)C=CC=C1)C (R)-2-((1-(2-cyano-3-(3-methoxy-azetidin-1-yl)-7-methylquinoxalin-5-yl)ethyl)amino)benzoic acid